ClC=1C=C(C=CC1Cl)C=1N=C(SC1SC(C)C)N1N=C(C(=C1C(=O)O)C1=NC=CN=C1)C 1-(4-(3,4-dichlorophenyl)-5-(isopropylthio)thiazol-2-yl)-3-methyl-4-(pyrazin-2-yl)-1H-pyrazole-5-carboxylic acid